ClC=1C=CC(=C(C(=O)N2C3CC([C@H]([C@H]2CNC2=NC4=CC=C(C=C4N=C2)F)C)C3)C1)N1N=CC=N1 |o1:13| N-{[(3S,4R) or (3r,4R)-2-[5-chloro-2-(2H-1,2,3-triazol-2-yl)benzoyl]-4-methyl-2-azabicyclo[3.1.1]heptan-3-yl]methyl}-6-fluoroquinoxalin-2-amine